ClC=1C(=C(C=CC1)C[C@@H]1N(C[C@@H]([C@H]1O)F)C(=O)OCC1=CC=CC=C1)F |r| rac-benzyl (2S,3S,4S)-2-[(3-chloro-2-fluorophenyl)methyl]-4-fluoro-3-hydroxypyrrolidine-1-carboxylate